diethyl 2-(5-(cyanomethyl)-2-methoxybenzyl)-3-oxoadipate C(#N)CC=1C=CC(=C(CC(C(=O)OCC)C(CCC(=O)OCC)=O)C1)OC